CC1=NOC(=C1C1=CC=C(S1)[C@H](CC(=O)OCC)NC(=O)NC=1C(N(C=CC1O)C)=O)C Ethyl (S)-3-(5-(3,5-Dimethylisoxazol-4-yl)thiophen-2-yl)-3-(3-(4-hydroxy-1-methyl-2-oxo-1,2-dihydropyridin-3-yl)ureido)propanoat